[Mn].[Mg].[Al] aluminum-magnesium-manganese